O[C@H](CO)C1=C2C(=NC=C1)N(N=C2CNC(C(=C([2H])[2H])[2H])=O)C2=CC=C(C=C2)OC(F)(F)F (S)-N-((4-(1,2-Dihydroxyethyl)-1-(4-(trifluoromethoxy)phenyl)-1H-pyrazolo[3,4-b]pyridin-3-yl)methyl)acrylamide-2,3,3-d3